2-(2,6-Dimethyl-4-(4-(4-(methylthio)benzyl)piperazin-1-yl)phenoxy)-2-methylpropanoic acid CC1=C(OC(C(=O)O)(C)C)C(=CC(=C1)N1CCN(CC1)CC1=CC=C(C=C1)SC)C